2-[(4aS,5aR)-5,5-difluoro-5a-methyl-1H,4H,4aH,5H,5aH,6H-cyclopropa[f]indazol-3-yl]-6-[(3S)-3-methylpiperazine-1-carbonyl]-1H-indole FC1([C@H]2CC=3C(=NNC3C[C@]21C)C=2NC1=CC(=CC=C1C2)C(=O)N2C[C@@H](NCC2)C)F